N(=[N+]=[N-])[C@H]1[C@H]([C@@H](O[C@@H]1COC(C1=CC=CC=C1)(C1=CC=C(C=C1)OC)C1=CC=C(C=C1)OC)N1C2=NC=NC(=C2N=C1)NC(=O)C1=CC=CC=C1)O 9-{3-azido-5-O-[bis(4-methoxyphenyl)(phenyl)methyl]-3-deoxy-β-D-ribofuranosyl}-N-(phenylcarbonyl)-9H-purin-6-amine